N-[3-(6-chloro-1,3-benzothiazol-2-yl)-1-bicyclo[1.1.1]pentanyl]-3-(1-methanesulfonylcyclopropyl)-1,2,4-oxadiazole-5-carboxamide ClC1=CC2=C(N=C(S2)C23CC(C2)(C3)NC(=O)C3=NC(=NO3)C3(CC3)S(=O)(=O)C)C=C1